4-(4-((S)-3-aminopyrrolidin-1-yl)-6-(difluoromethyl)quinazolin-2-yl)-1-((oxetan-2-ylmethyl)imino)-2,3,4,5-tetrahydro-benzo[f][1,4]thiazepine N[C@@H]1CN(CC1)C1=NC(=NC2=CC=C(C=C12)C(F)F)N1CCS(C2=C(C1)C=CC=C2)=NCC2OCC2